5-trimethylstannyl-6,6a-dihydro-3aH-cyclopenta[c]pyrrole-1,3-dione C[Sn](C1=CC2C(C(NC2=O)=O)C1)(C)C